difluoromethylthiophenol FC(F)C1=C(C=CC=C1)S